C(C)(C)(C)OC(=O)N1CCN(CC1)C1=CC=C(C=C1)C=1C=C2C(=NC1)C(=CO2)C2=CC(=CC=C2)OC2=CC=CC=C2.C(=C)C2=C(C=CC=C2)I(CCI(C2=C(C=CC=C2)C=C)P(C2=CC=CC=C2)C2=CC=CC=C2)P(C2=CC=CC=C2)C2=CC=CC=C2 1,2-bis(vinyldiphenylphosphinophenyliodio)ethane tert-butyl-4-(4-(3-(3-phenoxyphenyl)furo[3,2-b]pyridin-6-yl)phenyl)piperazine-1-carboxylate